(2-(tert-butylaminoethyl) ethyl) acrylate C(C=C)(=O)OCCCCNC(C)(C)C